ClC1=C(OC=2C=CC(=NC2)F)C=C(C(=C1)[N+](=O)[O-])F 5-(2-chloro-5-fluoro-4-nitrophenoxy)-2-fluoropyridine